ClC1=C(OCCCCC(CC(CCCCC#N)(F)F)C2=C(CC3(OCCO3)CC2)C(=O)OCC)C=CC(=C1)OC Ethyl 8-[1-(2-chloro-4-methoxyphenoxy)-11-cyano-7,7-difluoroundecan-5-yl]-1,4-dioxaspiro[4.5]dec-7-ene-7-carboxylate